6-(aminomethyl)-5-chloro-3-({3-[(2S)-2-(4-chlorophenyl)-2-hydroxyethyl]-1,2,4-oxadiazol-5-yl}methyl)-1,2,3,4-tetrahydropyrimidine-2,4-dione NCC1=C(C(N(C(N1)=O)CC1=NC(=NO1)C[C@H](O)C1=CC=C(C=C1)Cl)=O)Cl